2-[2-[5-(2,6-dioxo-3-piperidyl)-2-pyridyl]-2-azaspiro[3.3]heptan-6-yl]acetic acid O=C1NC(CCC1C=1C=CC(=NC1)N1CC2(C1)CC(C2)CC(=O)O)=O